4'-diethylaminoacetanilide C(C)N(C1=CC=C(NC(C)=O)C=C1)CC